isopropyl cis-2-(((trans-3-fluoro-1-(pyrimidin-2-yl)piperidin-4-yl)oxy)methyl)-3-((methylsulfonyl)amino)piperidine-1-carboxylate F[C@@H]1CN(CC[C@H]1OC[C@@H]1N(CCC[C@@H]1NS(=O)(=O)C)C(=O)OC(C)C)C1=NC=CC=N1